FC(C1=NN(C=C1C(=O)NC1=C(C=CC=C1)OC(C(F)F)(F)F)C)F 3-(Difluoromethyl)-1-methyl-N-[2-(1,1,2,2-tetrafluoroethoxy)phenyl]-1H-pyrazole-4-carboxamide